O1C(OCCC1)CCC(=O)C1=CC=C(C=C1)F 3-(1,3-dioxan-2-yl)-1-(4-fluorophenyl)propan-1-one